C(C)(=O)C1=C(C=C(C=C1)Cl)N1N=C(C=CC1=O)OC(F)F (2-acetyl-5-chlorophenyl)-6-(difluoromethoxy)pyridazin-3(2H)-one